NC1=NC(=C(C=2N1N=C(N2)CN2N=NN=C2C2=NC=CC=C2)C2=CN(C(C=C2)=O)C)C=2C=C(C#N)C=CC2 3-(5-amino-8-(1-methyl-6-oxo-1,6-dihydropyridin-3-yl)-2-((5-(pyridin-2-yl)-1H-tetrazol-1-yl)methyl)-[1,2,4]triazolo[1,5-c]pyrimidin-7-yl)benzonitrile